C(CC)N1C=NC=2N=CNC2C1=O 1-propyl-1,7-dihydro-purin-6-one